O(S(=O)(=O)C(F)(F)F)C1=CC=CC=2OC3=C(C21)C=C2C=CC=CC2=C3 Benzo[b]naphtho[2,3-d]furan-1-yl triflate